aminoethyl-carbazole NCCC1=CC=CC=2C3=CC=CC=C3NC12